6-methyl-7-oxo-6,7-dihydrothieno[2,3-c]pyridine-2-carboxamide CN1C(C2=C(C=C1)C=C(S2)C(=O)N)=O